8-(4-chloro-2-fluorophenyl)-6-((2R,4R)-2-(1-cyclopropyl-1H-pyrazol-4-yl)tetrahydro-2H-pyran-4-yl)-2,3-dimethylpyrido[2,3-b]pyrazine ClC1=CC(=C(C=C1)C1=CC(=NC2=NC(=C(N=C21)C)C)[C@H]2C[C@@H](OCC2)C=2C=NN(C2)C2CC2)F